4-(5-((1-(4-Carbamoyl-benzoyl)cyclopropyl)thio)-1H-tetrazol-1-yl)benzoic acid C(N)(=O)C1=CC=C(C(=O)C2(CC2)SC2=NN=NN2C2=CC=C(C(=O)O)C=C2)C=C1